COC1=C(C=C2C(=CC(=NC2=C1)C)N[C@H](C)C1=CC(=CC(=C1)C(F)(F)F)[N+](=O)[O-])O[C@@H]1COCC1 7-methoxy-2-methyl-N-((R)-1-(3-nitro-5-(trifluoromethyl)phenyl)ethyl)-6-(((S)-tetrahydrofurane-3-yl)oxy)quinolin-4-amine